C1(CC1)CNCC=1N=NC(=CC1)C(F)(F)F 1-cyclopropyl-N-((6-(trifluoromethyl)pyridazine-3-yl)methyl)methylamine